C1(=CC=CC2=CC=CC=C12)C(=O)[O-].C1(=CC=CC2=CC=CC=C12)C(=O)[O-].[B+2] boron dinaphthalate